(S)-ethyl 2-(2-(3-(3-(((S)-1-ethoxy-3-methyl-1-oxobutan-2-yl)carbamoyl)-1H-pyrazol-5-yl)phenyl)oxazole-5-carboxamido)-3-methylbutanoate C(C)OC([C@H](C(C)C)NC(=O)C1=NNC(=C1)C=1C=C(C=CC1)C=1OC(=CN1)C(=O)N[C@H](C(=O)OCC)C(C)C)=O